COC=1C(=NC=CC1OC)C=O 3,4-dimethoxypyridineformaldehyde